2-((4-(4-(tert-butyl)phenyl)-1H-indazol-3-yl)amino)-2-oxoacetic acid C(C)(C)(C)C1=CC=C(C=C1)C1=C2C(=NNC2=CC=C1)NC(C(=O)O)=O